C(C)(C)(C)OC(=O)N1CC(C1)N1CCN(CC1)C(CNC1=C(C=C(C(=C1)Br)Cl)C(N)=O)=O.ClC1=C(C=CC=C1)CC(=O)NC1=CC(=C(C=C1)COC1=CC=C(C=C1)C#N)S(N)(=O)=O 2-(2-chlorophenyl)-N-(4-((4-cyanophenoxy)methyl)-3-sulfamoylphenyl)acetamide tert-Butyl-3-(4-(2-((5-bromo-2-carbamoyl-4-chlorophenyl)amino)acetyl)piperazin-1-yl)azetidine-1-carboxylate